C1(CCCC1)N1N=NC2=C1C=CC(=C2)C(NO)=N cyclopentyl-N-hydroxy-1H-1,2,3-benzotriazole-5-carboximidamide